2,4-diamino-6-hydroxymethyl-pteridine hydrogen bromide Br.NC1=NC2=NC=C(N=C2C(=N1)N)CO